BrC1=CC(=NC=C1)NC(=O)C=1C=NN(C1)CCN(C(OC(C)(C)C)=O)C tert-butyl N-(2-{4-[(4-bromopyridin-2-yl) carbamoyl]-1H-pyrazol-1-yl} ethyl)-N-methylcarbamate